N(=[N+]=[N-])CC1CCC(=O)O1 gamma-azidomethyl-gamma-butyrolactone